NN1N=CN=C1 amino-1H-1,2,4-triazole